FC1=C(NC=2C(=CN(C(C2C)=O)CC2=C(C(=NC=C2)NS(NC)(=O)=O)F)C(=O)NOC)C=CC(=C1)I 4-(2-fluoro-4-iodoanilino)-1-[[3-fluoro-2-(methylsulfamoylamino)pyridin-4-yl]methyl]-N-methoxy-5-methyl-6-oxopyridine-3-carboxamide